COC=1C=C(N(C)C)C=CC1CC1=CNC2=CC(=CC=C12)[N+](=O)[O-] 3-methoxy-N,N-dimethyl-4-((6-nitro-1H-indol-3-yl)methyl)aniline